4-[(5'S,7a'R)-3'-oxo-5'-phenyltetrahydro-1H,3'H-spiro[piperidine-4,2'-pyrrolo[2,1-b][1,3]oxazol]-1-yl]pyridine-2-carbonitrile O=C1N2[C@H](OC13CCN(CC3)C3=CC(=NC=C3)C#N)CC[C@H]2C2=CC=CC=C2